3-(3-iodo-4-methoxyphenyl)isonicotinic acid IC=1C=C(C=CC1OC)C1=C(C(=O)O)C=CN=C1